C(C)OC(=O)C=1C=NN(C1)C1CN(C1)C1=C(C=C2C(C(=CN(C2=N1)C=1SC=CN1)C(=O)O)=O)F 7-{3-[4-(ethoxycarbonyl)-1H-pyrazol-1-yl]azetidin-1-yl}-6-fluoro-4-oxo-1-(1,3-thiazol-2-yl)-1,4-dihydro-1,8-naphthyridine-3-carboxylic acid